1-(5-chloro-2-methylphenyl)-3-[1-(4-methoxyphenyl)-5-oxopyrrolidin-3-yl]urea ClC=1C=CC(=C(C1)NC(=O)NC1CN(C(C1)=O)C1=CC=C(C=C1)OC)C